FC1=C2NC(C(NC2=C(C=C1F)OC)=O)(C)C 5,6-difluoro-8-methoxy-3,3-dimethyl-3,4-dihydroquinoxalin-2(1H)-one